8-(2-chloro-4-(4,4,5,5-tetramethyl-1,3,2-dioxaborolan-2-yl)phenyl)-6-(1-methylcyclopropoxy)-9-((4-methylpyridin-2-yl)methyl)-9H-purine ClC1=C(C=CC(=C1)B1OC(C(O1)(C)C)(C)C)C=1N(C2=NC=NC(=C2N1)OC1(CC1)C)CC1=NC=CC(=C1)C